O1COC2=C1C=CC(=C2)CCC(=O)O 3-(1,3-benzodioxole-5-yl)propanoic acid